1-(5-acetyl-4-hydroxy-2-methoxyphenyl)-3-benzylurea C(C)(=O)C=1C(=CC(=C(C1)NC(=O)NCC1=CC=CC=C1)OC)O